methyl (S)-(7-((1-((tert-butyldiphenylsilyl)oxy)hexan-3-yl)amino)-1-(4-cyano-2-methoxybenzyl)-1H-pyrazolo[4,3-d]pyrimidin-5-yl)carbamate [Si](C1=CC=CC=C1)(C1=CC=CC=C1)(C(C)(C)C)OCC[C@H](CCC)NC=1C2=C(N=C(N1)NC(OC)=O)C=NN2CC2=C(C=C(C=C2)C#N)OC